tert-butyl-2-(((3-amino-5-methoxybenzylidene)amino)oxy)-2-methylpropanoate C(C)(C)(C)OC(C(C)(C)ON=CC1=CC(=CC(=C1)OC)N)=O